N-hydroxy-4-((5-methoxythiazolo[5,4-b]pyridin-2-yl)methyl)-3-oxo-3,4-dihydro-2H-benzo[b][1,4]oxazine-6-carboxamide ONC(=O)C1=CC2=C(OCC(N2CC=2SC3=NC(=CC=C3N2)OC)=O)C=C1